(6R)-6-{[7-chloro-2-(1,3-dimethyl-1H-pyrazol-4-yl)[1,2,4]triazolo[1,5-c]quinazolin-5-yl]amino}-1,4-diazepan-5-one ClC1=CC=CC=2C=3N(C(=NC12)N[C@H]1C(NCCNC1)=O)N=C(N3)C=3C(=NN(C3)C)C